2,2,3,3-tetrafluoropropyl propionate C(CC)(=O)OCC(C(F)F)(F)F